FC(S(=O)(=O)OC=1CN(C2(CC2)CC1C(=O)OCC)C(=O)OC(C)(C)C)(F)F 4-(tert-butyl) 7-ethyl 6-(((trifluoromethyl) sulfonyl) oxy)-4-azaspiro[2.5]oct-6-ene-4,7-dicarboxylate